S1S[C@@H](CC1)CCCCC(=O)OCC(COC=1C(=C2CCC(OC2=C(C1C)C)(CCCC(CCCC(CCCC(C)C)C)C)C)C)O 2-Hydroxy-3-((2,5,7,8-tetramethyl-2-(4,8,12-trimethyltridecyl)chroman-6-yl)oxy)propyl 5-((R)-1,2-dithiolan-3-yl)pentanoate